4-amino-7-(ethylamino)-2-oxo-1-phenyl-1,2-dihydroquinoline-3-carboxylic acid methyl ester COC(=O)C=1C(N(C2=CC(=CC=C2C1N)NCC)C1=CC=CC=C1)=O